NC1=NNC(=C1C#N)CCC#N 3-amino-4-cyano-5-(cyanoethyl)-1H-pyrazole